Cl.N1=CC(=CC=C1)C#N pyridine-3-carbonitrile Hydrochloride